[N].O1C(CCCC1)ONC(CC)=O N-((tetrahydro-2H-pyran-2-yl)oxy)propanamide nitrogen